BrC1=CC(=C(OCC(=O)O)C=C1F)C(CC)(F)F 2-[4-bromo-2-(1,1-difluoropropyl)-5-fluorophenoxy]acetic acid